(S,E)-6-(4-(2-(((2-((6-oxo-5-(trifluoromethyl)-1-((2-(trimethylsilyl)ethoxy)methyl)-1,6-dihydropyridazin-4-yl)amino)propylidene)amino)oxy)acetyl)piperazin-1-yl)nicotinonitrile O=C1C(=C(C=NN1COCC[Si](C)(C)C)N[C@H](\C=N\OCC(=O)N1CCN(CC1)C1=NC=C(C#N)C=C1)C)C(F)(F)F